[C@]1(C=C[C@H](CC1)C(C)C)(C)O trans-menth-2-en-1-ol